(dibenzofuranyl)(dimethylfluorenyl)(diphenylfluorenyl)amine C1(=CC=CC=2OC3=C(C21)C=CC=C3)N(C3=C(C(=CC=2C1=CC=CC=C1CC32)C3=CC=CC=C3)C3=CC=CC=C3)C3=C(C(=CC=2C1=CC=CC=C1CC32)C)C